(R)-4-amino-N-cyclopropyl-N-(1-(5-(trifluoromethyl)pyridin-2-yl)ethyl)imidazo[1,5-a]Quinoxaline-8-carboxamide NC=1C=2N(C3=CC(=CC=C3N1)C(=O)N([C@H](C)C1=NC=C(C=C1)C(F)(F)F)C1CC1)C=NC2